tris(3,5-bistrifluoromethylphenyl)phosphine FC(C=1C=C(C=C(C1)C(F)(F)F)P(C1=CC(=CC(=C1)C(F)(F)F)C(F)(F)F)C1=CC(=CC(=C1)C(F)(F)F)C(F)(F)F)(F)F